((2S,5R)-4-acryloyl-2,5-dimethylpiperazin-1-yl)-7-(cyclohex-1-en-1-yl)-1-(2-isopropyl-4-methylpyridin-3-yl)-2-oxo-1,2-dihydropyrido[2,3-d]pyrimidine-6-carbonitrile C(C=C)(=O)N1C[C@@H](N(C[C@H]1C)C=1C2=C(N(C(N1)=O)C=1C(=NC=CC1C)C(C)C)N=C(C(=C2)C#N)C2=CCCCC2)C